C(C)C=1C(=CC=C2C=C(C=C(C12)C1=C(C=2N=C(N=C(C2C=N1)N1C[C@](CCC1)(C)O)OCC1(CC1)C(=O)N)F)O)F (R)-1-(((7-(8-ethyl-7-fluoro-3-hydroxynaphthalen-1-yl)-8-fluoro-4-(3-hydroxy-3-methyl-Piperidin-1-yl)pyrido[4,3-d]pyrimidin-2-yl)oxy)methyl)cyclopropane-1-carboxamide